C(C1=CC=CC=C1)NC1(CCC1)CNC1=NC(=NC2=CC=C(C=C12)C)N1CCS(C2=C(C1)C=CC=C2)(=O)=O N-[(1-Benzylamino-cyclobutyl)methyl]-2-(1,1-dioxido-2,3-dihydro-1,4-benzothiazepin-4(5H)-yl)-6-methylquinazolin-4-amine